1-(6-bromo-2-pyridyl)ethanol BrC1=CC=CC(=N1)C(C)O